5-hydroperoxy-6E,8Z,11Z,14Z-eicosatetraenoic acid O(O)C(=CC=CC(=O)O)\C=C\C=C/CCCCCCCCCCC